3-amino-2-oxopropionic acid NCC(C(=O)O)=O